2-[2-(aminomethyl)-3,3-difluoro-allyl]-4-[5-[1-(difluoromethyl)pyrazol-4-yl]-3-methyl-2-pyridyl]-1,2,4-triazol-3-one NCC(CN1N=CN(C1=O)C1=NC=C(C=C1C)C=1C=NN(C1)C(F)F)=C(F)F